N[C@@H]1CN(CC[C@H]1F)C1=CC(=NC=C1C=1C=NN(C1)C(C)C)NC1=NC(=NC=C1)C1=C(C=C(C=C1OC)F)F N-(4-((3R,4R)-3-amino-4-fluoropiperidin-1-yl)-5-(1-isopropyl-1H-pyrazol-4-yl)pyridin-2-yl)-2-(2,4-difluoro-6-methoxyphenyl)pyrimidin-4-amine